ClC=1C=C(C=NC1)C=1C=NC(=C(C1)F)NC(C(C)(C)C=1N=C(SC1)NS(=O)(=O)C1CC1)=O N-(5'-chloro-5-fluoro-[3,3'-bipyridin]-6-yl)-2-(2-(cyclopropanesulfonamido)thiazol-4-yl)-2-methylpropanamide